ethyl 1-(4-hydroxybutyl)-2-oxo-6-(trifluoromethyl)-1,2-dihydropyridine-3-carboxylate OCCCCN1C(C(=CC=C1C(F)(F)F)C(=O)OCC)=O